[C@H]12OC[C@H](N(C1)C=1C=C3C(=CC=NC3=CC1)C(=O)NCC(=O)N1CSC[C@H]1C#N)C2 6-((1R,4R)-2-Oxa-5-azabicyclo[2.2.1]heptan-5-yl)-N-(2-((R)-4-cyanothiazolidin-3-yl)-2-oxoethyl)quinoline-4-carboxamide